N,N,N-trimethyl-1-adamantyl-ammonium sulfate S(=O)(=O)([O-])[O-].C[N+](C)(C)C12CC3CC(CC(C1)C3)C2.C[N+](C)(C)C23CC1CC(CC(C2)C1)C3